N-(tert-butyl)-2-(ethylsulfonyl)-3-(5-(2,2,3,3,3-pentafluoropropoxy)pyrazin-2-yl)pyrazolo[1,5-a]pyrimidin-7-amine C(C)(C)(C)NC1=CC=NC=2N1N=C(C2C2=NC=C(N=C2)OCC(C(F)(F)F)(F)F)S(=O)(=O)CC